FC1=C(C(C(=O)O)=CC=C1F)C(=O)O 3,4-difluorophthalic acid